(+)-5-(1-amino-1-(3-(1-(3-(aminomethyl)phenyl)-3-(trifluoromethyl)-1H-pyrazole-5-carboxamido)-4-fluorophenyl)-3-cyclopropyl)pyridinecarboxamide NC1(CC1C=1C=CC(=NC1)C(=O)N)C1=CC(=C(C=C1)F)NC(=O)C1=CC(=NN1C1=CC(=CC=C1)CN)C(F)(F)F